(S)-2-(3-(4-(phenylmethyloxy)phenyl)-2-hydroxypropyl)isoindoline-1,3-dione C1(=CC=CC=C1)COC1=CC=C(C=C1)C[C@@H](CN1C(C2=CC=CC=C2C1=O)=O)O